bipyrazin N1=C(C=NC=C1)C1=NC=CN=C1